N-[(3,5-Difluoropyridin-2-yl)methyl]-2-[3-(trifluoromethyl)[1,4'-bipiperidin]-1'-yl]-1,3-thiazole-5-carboxamide FC=1C(=NC=C(C1)F)CNC(=O)C1=CN=C(S1)N1CCC(CC1)N1CC(CCC1)C(F)(F)F